(±)-2-(4-(benzyloxy)-3,5-difluorophenyl)oxirane C(C1=CC=CC=C1)OC1=C(C=C(C=C1F)[C@H]1OC1)F |r|